2,6-dichloropyridazine ClN1NC(=CC=C1)Cl